FC(OC1=NNC2=C1C(=NC=C2)C2=CC(=C(C=C2)S(=O)(=O)C)C(F)F)F 3-(difluoromethoxy)-4-[3-(difluoromethyl)-4-methylsulfonyl-phenyl]-1H-pyrazolo[4,3-c]pyridine